FC(C(C(C(F)(F)F)(F)F)(F)F)(CCP(O)(O)=O)F 2-(perfluorobutyl)ethyl-phosphonic acid